5-(4-fluoro-3-(4-(1-hydroxy-1-phenylethyl)-1H-imidazol-2-yl)phenoxy)-1H-indole-4-carbaldehyde FC1=C(C=C(OC2=C(C=3C=CNC3C=C2)C=O)C=C1)C=1NC=C(N1)C(C)(C1=CC=CC=C1)O